3-Chloro-L-phenylglycine ClC=1C=C([C@H](N)C(=O)O)C=CC1